iron-aluminum-silicon sodium [Na].[Si].[Al].[Fe]